3-(3,4-difluoro-2-methoxyphenyl)-N-(2-(2-hydroxyethyl)-1,3-dioxoisoindolin-5-yl)-4,5-dimethyl-5-(trifluoromethyl)tetrahydrofuran-2-carboxamide FC=1C(=C(C=CC1F)C1C(OC(C1C)(C(F)(F)F)C)C(=O)NC=1C=C2C(N(C(C2=CC1)=O)CCO)=O)OC